BrC1=CC2=C(C=N1)N(C=N2)C 6-bromo-3-methylimidazo[4,5-c]pyridine